Ethyl (S)-3-(4,4'-difluoro-2',5-dimethyl-6'-(pent-4-en-1-yloxy)-[1,1'-biphenyl]-3-yl)-3-((R)-2-((methylsulfonyl)oxy)pent-4-enamido)propanoate FC1=C(C=C(C=C1C)C1=C(C=C(C=C1OCCCC=C)F)C)[C@H](CC(=O)OCC)NC([C@@H](CC=C)OS(=O)(=O)C)=O